BrC=1N=C2N(N1)[C@@H](C[C@]2(O)[2H])C2=CC=CC=C2 trans-2-bromo-7-deutero-5-phenyl-5,6-dihydropyrrolo[1,2-b][1,2,4]triazol-7-ol